C12(CC3CC(CC(C1)C3)C2)COC(CC#N)=O cyanoacetic acid tricyclo[3.3.1.13,7]dec-1-ylmethyl ester